1-(6,7-dihydro-5H-benzo[6,7]cyclohepta[1,2-c]pyridazin-3-yl)-N3-(4-(4-methylpiperazin-1-yl)phenyl)-1H-1,2,4-triazole-3,5-diamine N1=NC(=CC2=C1C1=C(CCC2)C=CC=C1)N1N=C(N=C1N)NC1=CC=C(C=C1)N1CCN(CC1)C